tin(II) chloride, dihydrate O.O.[Sn](Cl)Cl